(S)-8-chloro-8'-(fluoromethoxy)-6'-(trifluoromethyl)-3'h-spiro[chroman-4,2'-imidazo[1,2-a]pyridine] ClC=1C=CC=C2C1OCC[C@]21N=C2N(C=C(C=C2OCF)C(F)(F)F)C1